(E)-ethyl 3-(amino (methoxycarbonylamino) methyleneamino)-1-(2-((2-(3-chloro-2-fluorophenylmethylamino)-2-oxoethyl) (isopropyl) amino)-2-oxoethyl)-1H-pyrazole-4-carboxylate N/C(/NC(=O)OC)=N\C1=NN(C=C1C(=O)OCC)CC(=O)N(C(C)C)CC(=O)NCC1=C(C(=CC=C1)Cl)F